C(C)(C)(C)OC(=O)N1CCOC2(CCNC2)C1.N1N=CC(=C1)NC1=NC=C(C(=N1)C1=CC=C(C(=O)N[C@@H](CC)C#N)C=C1)Cl (S)-4-(2-((1H-pyrazol-4-yl)amino)-5-chloropyrimidin-4-yl)-N-(1-cyanopropyl)benzamide tert-butyl-6-oxa-2,9-diazaspiro[4.5]decane-9-carboxylate